FC(S(=O)(=O)OC=1C=2N(C=C(C1)C=1C=NN(C1)C)N=CC2C(=O)C(C)C)(F)F 3-(Isopropylcarbonyl)-6-(1-methyl-1H-pyrazol-4-yl)pyrazolo[1,5-a]pyridin-4-yl trifluoromethanesulfonate